C1(=CC=CC=C1)C1=C2C=CC=CC2=C(C2=CC=CC=C12)C1=C2OC3=C(C2=CC2=C1OC1=C2C=2C=CC=CC2C=C1)C1=CC=CC=C1C=C3 8-(10-phenyl-9-anthryl)-dinaphtho[1,2-d:1',2'-d']benzo[1,2-b:5,4-b']difuran